COC1=CC=C(OC2CC(C2)C(=O)NC2=CC(=C(C=C2)OC=2N=NC=CC2)C)C=C1 3-(4-methoxyphenoxy)-N-(3-methyl-4-(pyridazin-3-yloxy)phenyl)cyclobutane-1-carboxamide